FC=1C=2N(C=C(C1)NC(=O)C=1SC(=CC1OC)N1C(CNCC1)=O)C=C(N2)C N-[8-fluoro-2-methylimidazo[1,2-a]pyridin-6-yl]-3-methoxy-5-(2-oxopiperazin-1-yl)thiophene-2-carboxamide